tert-butyl (4-(6-bromo-3,4-dihydroisoquinolin-2(1H)-yl)cyclohexyl)carbamate BrC=1C=C2CCN(CC2=CC1)C1CCC(CC1)NC(OC(C)(C)C)=O